ClC1=CC=C(C=C1)[C@H]1CC[C@H]2N(CCN(C2)C(=O)C2=C(C=CC=C2)C(F)(F)F)C1 [(7R,9aR)-7-(4-chlorophenyl)-1,3,4,6,7,8,9,9a-octahydropyrido[1,2-a]pyrazin-2-yl]-[2-(trifluoromethyl)phenyl]methanone